C1(CCCCC1)C(=O)OCCN1CCOCC1 N-(2-cyclohexylcarbonyloxyethyl)morpholine